C1(CC1)C=1C=CC=2N(C1)C=C(N2)CNC2=CC(=NC=N2)NC(O[C@H](C)C2=CC(=CC=C2)Cl)=O (R)-1-(3-chlorophenyl)ethyl (6-(((6-cyclopropylimidazo[1,2-a]pyridin-2-yl)methyl)amino)pyrimidin-4-yl)carbamate